(2R,4S)-tert-butyl 4-(4-amino-3-((4,6-difluoro-1,2-dimethyl-1H-benzo[d]imidazol-5-yl)ethynyl)-1H-pyrazolo[4,3-c]pyridin-1-yl)-2-(cyanomethyl)pyrrolidine-1-carboxylate NC1=NC=CC2=C1C(=NN2[C@H]2C[C@@H](N(C2)C(=O)OC(C)(C)C)CC#N)C#CC2=C(C1=C(N(C(=N1)C)C)C=C2F)F